C(C1=CC=CC=C1)OC(=O)[C@H]1N[C@H]1C(C)C (2S,3S)-3-isopropyl-aziridine-2-carboxylic acid benzyl ester